ClC1=CC(=C(C=C1)C1(OC2=C(OC1)C=CC=C2C2=CCC(OC2)CC2=NC1=C(N2C[C@H]2OCC2)C=C(C=C1)C(=O)O)C)F 2-((5-(3-(4-chloro-2-fluorophenyl)-3-methyl-2,3-dihydrobenzo[b][1,4]dioxin-5-yl)-3,6-dihydro-2H-pyran-2-yl)methyl)-1-(((S)-oxetan-2-yl)methyl)-1H-benzo[d]imidazole-6-carboxylic acid